3-[[4-[(6-tert-butoxycarbonyl-7,8-dihydro-5H-1,6-naphthyridin-8-yl)oxy]-6-(2,6-dimethylphenyl)pyrimidin-2-yl]sulfamoyl]benzoic acid C(C)(C)(C)OC(=O)N1CC=2C=CC=NC2C(C1)OC1=NC(=NC(=C1)C1=C(C=CC=C1C)C)NS(=O)(=O)C=1C=C(C(=O)O)C=CC1